ClC1=CC=CC(=N1)N1C2CCC(C1)(C2)CO [2-(6-chloro-2-pyridyl)-2-azabicyclo[2.2.1]heptan-4-yl]methanol